tert-butyl N-[[4-[[2-(tert-butoxycarbonylamino)-5-(4-pyridyl)phenyl]carbamoyl]phenyl]-methyl-oxo-sulfanylidene]carbamate C(C)(C)(C)OC(=O)NC1=C(C=C(C=C1)C1=CC=NC=C1)NC(=O)C1=CC=C(C=C1)S(=NC(OC(C)(C)C)=O)(=O)C